C(C=1C(C(=O)OCC2=CC=CC=C2)=CC=CC1)(=O)OCC1=CC=CC=C1 Dibenzyl phthalate